CC1(CN(CCN1S(=O)(=O)C)C=1C=C2C=NN(C2=CC1)C=1C=C(C(=C(C1)O)F)F)C 5-(5-(3,3-Dimethyl-4-(methyl-sulfonyl)piperazin-1-yl)-1H-indazol-1-yl)-2,3-difluoro-phenol